C(#N)[C@@]1([C@@H]([C@@H]2O[Si](O[Si](OC[C@H]2O1)(C(C)C)C(C)C)(C(C)C)C(C)C)O)C1=CC=C2C(=NC=NN21)NC(C(C)(C)OCC)=O N-(7-((6aR,8R,9R,9aS)-8-cyano-9-hydroxy-2,2,4,4-tetraisopropyltetrahydro-6H-furo[3,2-f][1,3,5,2,4]trioxadisilocin-8-yl)pyrrolo[2,1-f][1,2,4]triazin-4-yl)-2-ethoxy-2-methylpropanamide